FC(C1=CC=C(CN2CC(CC(C2)C2=CC=C(C=C2)C(F)(F)F)CC(=O)OC)C=C1)(F)F Methyl 2-((anti)-1-(4-(trifluoromethyl)benzyl)-5-(4-(trifluoromethyl)phenyl)piperidin-3-yl)acetate